[4-(6-Amino-pyridazin-3-yl)-piperidin-1-yl]-[5-(2-isopropoxy-pyrimidin-5-yl)-4-methoxy-pyridin-2-yl]-methanone NC1=CC=C(N=N1)C1CCN(CC1)C(=O)C1=NC=C(C(=C1)OC)C=1C=NC(=NC1)OC(C)C